N-benzyl-4-(2-chlorobenzyl)-5-oxo-4,5-dihydroimidazo[1,2-a]quinazoline-2-carboxamide C(C1=CC=CC=C1)NC(=O)C=1N=C2N(C3=CC=CC=C3C(N2CC2=C(C=CC=C2)Cl)=O)C1